C1(CC1)C1=NC=NC(=C1C1=NC2=NC=C(N=C2C(=N1)OCC=1C=NC(=C(C1)F)C=1N(C=C(N1)C(F)(F)F)C1CC1)OC)OC 2-(4-cyclopropyl-6-methoxy-pyrimidin-5-yl)-4-[[6-[1-cyclopropyl-4-(trifluoromethyl)imidazol-2-yl]-5-fluoro-3-pyridyl]methoxy]-6-methoxy-pteridine